2,6-difluorotoluene FC1=C(C)C(=CC=C1)F